ammonium toluenedisulfonate C(C1=CC=CC=C1)(S(=O)(=O)[O-])S(=O)(=O)[O-].[NH4+].[NH4+]